N-(bicyclo[2.2.1]heptan-2-ylmethyl)-N-(1H-pyrazol-3-yl)-2-(p-tolyloxy)acetamide C12C(CC(CC1)C2)CN(C(COC2=CC=C(C=C2)C)=O)C2=NNC=C2